2-hydroxy-4'-carboxybiphenyl OC1=C(C=CC=C1)C1=CC=C(C=C1)C(=O)O